BrCCCCCC(=O)OC(CCCCCC)C1CC1 1-Cyclopropylheptyl 6-bromohexanoate